O=C1C2=C(N=C(N1)C1C(CC1)C1=NC=CC=C1)N(N=C2C#N)C(C)C=2C=NC(=CC2)C(F)(F)F 4-Oxo-6-(2-(pyridin-2-yl)cyclobutyl)-1-(1-(6-(trifluoromethyl)pyridin-3-yl)ethyl)-4,5-dihydro-1H-pyrazolo[3,4-d]pyrimidin-3-carbonitril